C(#N)[C@@]1(CC12CC2)C=2C=C1C=CN=CC1=CC2F |o1:2| 6-((R or S)-1-cyanospiro[2.2]pentan-1-yl)-7-fluoroisoquinolin